1-(2-Bromo-6-hydroxyphenyl)ethan-1-one BrC1=C(C(=CC=C1)O)C(C)=O